C(C=C)[C@@H]1[C@@](CN(C1)C(=O)OC(C)(C)C)(C(=O)OC)NC(C(F)(F)F)=O 1-tert-butyl 3-methyl (3R,4S)-4-allyl-3-[(trifluoroacetyl)amino]pyrrolidine-1,3-dicarboxylate